N-oleoyloxyethyl-N-hydroxyethyl-methyl-ammonium methylsulfate COS(=O)(=O)[O-].C(CCCCCCC\C=C/CCCCCCCC)(=O)OCC[NH+](CCO)C